8-(3-bromo-2-chloro-phenyl)-4-oxo-pyrido[1,2-a]pyrimidine-3-carbaldehyde BrC=1C(=C(C=CC1)C1=CC=2N(C(C(=CN2)C=O)=O)C=C1)Cl